3-(1-hydroxy-3-methylbutan-2-yl)pyrido[3,4-d]pyrimidin-4(3H)-one OCC(C(C)C)N1C=NC2=C(C1=O)C=CN=C2